CC1=CC(NC=C1[N+](=O)[O-])=O 4-Methyl-5-nitropyridine-2(1H)-one